7-fluoro-2H-benzo[b][1,4]oxazin FC=1C=CC2=C(OCC=N2)C1